Br[SiH](C(C)(C)C)Br dibromo(t-butyl)silane